2-amino-8-fluoro-N-[(6-oxazol-5-yl-2-pyridyl)methyl]quinazoline-4-carboxamide NC1=NC2=C(C=CC=C2C(=N1)C(=O)NCC1=NC(=CC=C1)C1=CN=CO1)F